NC=1C(=C2C=CC(=NC2=CC1C(=O)O)C(F)(F)F)C 6-amino-5-methyl-2-trifluoromethyl-quinoline-7-carboxylic acid